4-(trifluoromethoxy)phenylboronic acid pinacol ester FC(OC1=CC=C(C=C1)B1OC(C)(C)C(C)(C)O1)(F)F